(4-((trans)-1-(tert-butoxycarbonyl)-4-hydroxypyrrolidin-2-yl)-2-fluorophenyl)boronic acid C(C)(C)(C)OC(=O)N1[C@H](C[C@@H](C1)O)C1=CC(=C(C=C1)B(O)O)F